6-(4-hydroxy-tetrahydro-pyran-3-yl)-2-methyl-3-(4-fluorobenzyl)-7,8-dihydro-6H-[1,6]naphthyridin-5-one OC1C(COCC1)N1C(C=2C=C(C(=NC2CC1)C)CC1=CC=C(C=C1)F)=O